FC=1C(=C(C=CC1F)[N+](=O)[O-])Cl 3,4-difluoro-2-chloro-nitrobenzene